OC(C)C1=C(C=CC2=CC=CC=C12)O 1-(1-hydroxyethyl)naphthalen-2-ol